COC(NC1=C(C=CC=C1)Cl)=O.N1C(=NC2=C1C=CC=C2)NC(CN2C(CCC2)=O)C2=CC(=CC=C2)C(F)(F)F 1-{2-[(1H-1,3-benzodiazol-2-yl)amino]-2-[3-(trifluoromethyl)phenyl]ethyl}pyrrolidin-2-one methyl-2-chlorophenylcarbamate